ClC=1C=C(C=C(C1)CNC(=O)N1CC=2NC3=CC=C(C=C3C2CC1)Cl)NC(CCNC(OC(C)(C)C)=O)=O tert-butyl (3-((3-chloro-5-((6-chloro-2,3,4,9-tetrahydro-1H-pyrido[3,4-b]indole-2-carboxamido)methyl)phenyl)amino)-3-oxopropyl)carbamate